naphthalene-1,5-diol C1(=CC=CC=2C(=CC=CC12)O)O